C(#N)C1=C(C=C(C=C1)C1=CC(=CC=C1B1OC(C(O1)(C)C)(C)C)C(=O)N1[C@@H]2[C@H](C[C@H]1CC2)NC(OC(C)(C)C)=O)F |o1:26,27,29| tert-butyl ((1S,2S,4R)-rel-7-(4'-cyano-3'-fluoro-6-(4,4,5,5-tetramethyl-1,3,2-dioxaborolan-2-yl)-[1,1'-biphenyl]-3-carbonyl)-7-azabicyclo[2.2.1]heptan-2-yl)carbamate